Methyl (Z)-4-(2-bromo-1-fluorovinyl)-2,6-dimethoxybenzoate Br\C=C(/F)\C1=CC(=C(C(=O)OC)C(=C1)OC)OC